Methyl (R)-2-((methoxy-d3)methyl)-2-((5-nitro-1-(benzenesulfonyl)-1H-pyrrolo[2,3-b]Pyridin-4-yl)amino)propionate C(OC[C@@](C(=O)OC)(C)NC1=C2C(=NC=C1[N+](=O)[O-])N(C=C2)S(=O)(=O)C2=CC=CC=C2)([2H])([2H])[2H]